triethylgallium C(C)[Ga](CC)CC